(7R)-3-[(3-chloro-2-methoxyphenyl)amino]-7-[(2R)-1,4-dioxan-2-ylmethyl]-2-(2-methylpyrimidin-4-yl)-1H,5H,6H,7H-pyrrolo[3,2-c]pyridin-4-one ClC=1C(=C(C=CC1)NC1=C(NC2=C1C(NC[C@H]2C[C@H]2OCCOC2)=O)C2=NC(=NC=C2)C)OC